(3S)-4-tert-butoxy-3-[9H-fluoren-9-ylmethoxycarbonyl-(methyl)amino]-4-oxo-butyric acid C(C)(C)(C)OC([C@H](CC(=O)O)N(C)C(=O)OCC1C2=CC=CC=C2C=2C=CC=CC12)=O